C(C)(C)(C)OC(N[C@H](C=O)C)=O (S)-(1-oxoprop-2-yl)carbamic acid tert-butyl ester